ClC1=C2C(=NC=C1)OC(=C2)C(=O)NCCOC 4-chloro-N-(2-methoxyethyl)furo[2,3-b]Pyridine-2-carboxamide